ethyl N-(2-aminoethyl)-β-alaninate hydrogen chloride salt Cl.NCCNCCC(=O)OCC